C(C)(C)(C)OC(CCOCCOCCC(=O)O)=O 3-(2-(3-(tert-butoxy)-3-oxopropoxy)ethoxy)propanoic acid